2-((2-(Dimethoxymethyl)benzyl)amino)acetic acid methyl ester COC(CNCC1=C(C=CC=C1)C(OC)OC)=O